F[B-](F)(F)F.S(=O)(=O)(O)C(CCC)C=1NC=C(N1)C=C 1-sulfobutyl-4-vinylimidazole tetrafluoroborate